O=C1N(C=2C(=NC=C(C2)[C@@H]2COCC2)N1)C1CCN(CC1)C(=O)OC(C)(C)C |r| (rac)-tert-Butyl 4-(2-oxo-6-tetrahydrofuran-3-yl-3H-imidazo[4,5-b]pyridin-1-yl)piperidine-1-carboxylate